C(CCC)NCC(O)C=1C(=C(C=CC1)O)F 3-(2-(Butylamino)-1-hydroxyethyl)-2-fluorophenol